(propan-2-yl)[1,1'-biphenyl] CC(C)C1=C(C=CC=C1)C1=CC=CC=C1